3,4-Difluoro-2-(2-fluoro-4-iodoanilino)-5-[[2-fluoro-3-(sulfamoylamino)phenyl]methyl]-N-methoxybenzamide FC=1C(=C(C(=O)NOC)C=C(C1F)CC1=C(C(=CC=C1)NS(N)(=O)=O)F)NC1=C(C=C(C=C1)I)F